(3-aminomethyl-4-phenyl-1H-pyrazol-1-yl)-2-trifluoromethyl-benzonitrile NCC1=NN(C=C1C1=CC=CC=C1)C=1C(=C(C#N)C=CC1)C(F)(F)F